COC1=C(C=CC=C1)OC(CCC1=CC=C(C=C1)C)=O 3-(4-methylphenyl)propionic acid 2-methoxyphenyl ester